N(=O)N(C(C)C)C(C)C nitrosodiisopropyl-amine